5-(4-Nitrophenyl)-5-azaspiro[2.4]heptane-6-one [N+](=O)([O-])C1=CC=C(C=C1)N1CC2(CC2)CC1=O